ClC=1C=C(C=CC1F)[C@H](NC(=O)[C@@H]1CNC(O1)=O)C1=CC=C(C=C1)Cl |o1:8| (S)-N-((R or S)-(3-chloro-4-fluorophenyl)(4-chlorophenyl)methyl)-2-oxooxazolidine-5-carboxamide